C(CCCCCCCCC(=O)OC1CC(NC(C1)(C)C)(C)C)(=O)OC1CC(NC(C1)(C)C)(C)C bis(2,2,6,6-tetramethylpiperidin-4-yl) sebacate